1-ethyl-5-(4-fluoro-2-methylphenyl)-6-(hydroxymethyl)-4-oxopyridine-3-carboxamide C(C)N1C=C(C(C(=C1CO)C1=C(C=C(C=C1)F)C)=O)C(=O)N